C1(CC1)COC1=NC(=NC=C1)C1=CC(=C(N(C)CCCC(=O)O)C(=C1)F)F 4-[4-[4-(cyclopropylmethoxy)pyrimidin-2-yl]-2,6-difluoro-N-methyl-anilino]butanoic acid